FC(S(=O)(=O)OC=1N=C2N(C(C1C)=O)C=C(N=C2C2=C(C=C(C=C2)Cl)F)N2CC(OCC2)C=2C=NN(C2)C)(F)F 9-(4-chloro-2-fluorophenyl)-3-methyl-7-(2-(1-methyl-pyrazol-4-yl)morpholino)-4-oxo-4H-pyrazino[1,2-a]pyrimidin-2-yl trifluoromethanesulfonate